SC(CC(=O)OCCCOC(CC(C)S)=O)C 1,3-propylene glycol bis(3-mercaptobutyrate)